Tributyl-(5-methoxy-2-pyridyl)stannane C(CCC)[Sn](C1=NC=C(C=C1)OC)(CCCC)CCCC